C(C=C)(=O)N1CC2(C1)CN(CC2)C2=NC=NC1=CC=C(C=C21)C=2C=C(C(=NC2)OC)NS(=O)(=O)C2=C(C=C(C=C2)F)F N-(5-(4-(2-acryloyl-2,6-diazaspiro[3.4]octane-6-yl)quinazolin-6-yl)-2-methoxypyridin-3-yl)-2,4-difluorobenzenesulfonamide